[Na].OCC(O)CO monoglycerin sodium